((1r,4r)-4-cyclopropylcyclohexyl)methanol C1(CC1)C1CCC(CC1)CO